FC1=C(C=CC=C1C(F)(F)F)[C@@H](C)NC1=NC(=NC2=CC(=C(C=C12)C1CCC(CC1)C(=O)O)OC)C (1R,4R)-4-(4-(((R)-1-(2-fluoro-3-(trifluoromethyl)phenyl)ethyl)amino)-7-methoxy-2-Methylquinazolin-6-yl)cyclohexane-1-carboxylic acid